ClC1=NC(=NC=C1CC(C(=O)OC)(C)C)NC1CCN(CC1)S(=O)(=O)C methyl 3-(4-chloro-2-((1-(methylsulfonyl) piperidin-4-yl) amino) pyrimidin-5-yl)-2,2-dimethylpropionate